(R)-2-chloro-N-(8,9-difluoro-6-oxo-1,4,5,6-tetrahydro-2H-pyrano[3,4-c]isoquinolin-1-yl)-N-methyl-4H-furo[3,2-b]pyrrole-5-carboxamide ClC1=CC=2NC(=CC2O1)C(=O)N(C)[C@H]1COCC=2NC(C=3C=C(C(=CC3C21)F)F)=O